COC1=C(C(=CC(=C1)C)OC)C1CN(C1)C(=O)OCCCC Butyl 3-(2,6-dimethoxy-4-methylphenyl)azetidine-1-carboxylate